OC=1C=C(C=CC1)N1C=NN(CC1)C=O 4-(3-hydroxyphenyl)-5,6-dihydro-1,2,4-triazine-1(4H)-formaldehyde